O-benzoyl-N,N-dibenzylhydroxylamine C(C1=CC=CC=C1)(=O)ON(CC1=CC=CC=C1)CC1=CC=CC=C1